N[C@@H]1CN(CCC1)C=1C=CC=2N(N1)C(=CN2)C#CC=2C(=C(C(=O)NC1=CC(=CC(=C1)C(F)(F)F)Cl)C=CC2)C (S)-3-((6-(3-aminopiperidin-1-yl)imidazo[1,2-b]pyridazin-3-yl)ethynyl)-N-(3-chloro-5-(trifluoromethyl)phenyl)-2-methylbenzamide